ClC=1C=CC(=C(C1)C1(C(NC2=CC(=CC=C12)C(F)(F)F)=O)CC)OC 3-(5-chloro-2-methoxyphenyl)-3-ethyl-6-(trifluoromethyl)indolin-2-one